5-chloro-3-[2-fluoro-3-[[(2-hydroxy-2-methyl-propyl)-methyl-sulfamoyl]amino]benzoyl]-1H-pyrrolo[2,3-b]pyridine ClC=1C=C2C(=NC1)NC=C2C(C2=C(C(=CC=C2)NS(N(C)CC(C)(C)O)(=O)=O)F)=O